2-[4-Chloro-5-[(3R,4R)-1-[(6-methoxy-3-pyridyl)sulfonyl]-3-methyl-4-piperidyl]-1H-imidazol-2-yl]-5-fluoro-pyridine ClC=1N=C(NC1[C@H]1[C@H](CN(CC1)S(=O)(=O)C=1C=NC(=CC1)OC)C)C1=NC=C(C=C1)F